COC1=C(C=C2C(=NC=NC2=C1)C=1C(=NN(C1)C)C1=CC=CC=C1)NC(=O)C=1C=NN(C1C)C(F)(F)F N-(7-methoxy-4-(1-methyl-3-phenyl-1H-pyrazol-4-yl)quinazolin-6-yl)-5-methyl-1-(trifluoromethyl)-1H-pyrazole-4-carboxamide